N1CCC(CC1)C=1SC2=C(N1)C(CCC2)=O 2-(piperidin-4-yl)-6,7-dihydrobenzo[d]thiazol-4(5H)-one